C(C)(C)OC=1C=C(C=CC1)[C@]1(C2=C(NC3=NC=C4C(=C13)C=NN4C)CC(CC2=O)(C)C)C (R)-11-(3-isopropoxyphenyl)-3,8,8,11-tetramethyl-3,6,7,8,9,11-hexahydro-10H-benzo[b]pyrazolo[4,3-f][1,8]naphthyridin-10-one